C(C)(C)(CC)NC1=NC=C2N=C(N(C2=N1)C1CCC(CC1)C#N)NC1=CC=C(C=C1)C(F)(F)F (1S,4S)-4-(2-(tert-amylamino)-8-((4-(trifluoromethyl)phenyl)amino)-9H-purin-9-yl)cyclohexane-1-carbonitrile